3-[(2R)-4-[4-chloro-2-(trifluoromethyl)benzoyl]-2-ethylpiperazin-1-yl]-6-(2-ethoxypyridin-3-yl)pyrazine-2-carboxylic acid ClC1=CC(=C(C(=O)N2C[C@H](N(CC2)C=2C(=NC(=CN2)C=2C(=NC=CC2)OCC)C(=O)O)CC)C=C1)C(F)(F)F